acryloyloxyheptadecyldichloromethylsilane C(C=C)(=O)OCCCCCCCCCCCCCCCCC[SiH2]C(Cl)Cl